C(C1=CC=CC=C1)OC1=CC=C2CCN(CC2=C1)C(C=C)=O 1-(7-(benzyloxy)-3,4-dihydroisoquinolin-2(1H)-yl)prop-2-en-1-one